8-((4-ethyl-2-fluorophenyl)amino)-5,7-dimethyl-3,4-dihydro-2,7-naphthyridine-1,6(2H,7H)-dione C(C)C1=CC(=C(C=C1)NC=1N(C(C(=C2CCNC(C12)=O)C)=O)C)F